OC=1C(NC=NC1CC(C(C)O)C1=CC=C(C=C1)C#CC1=CC=C(C=C1)CN1CCOCC1)=O 5-hydroxy-6-(3-hydroxy-2-(4-((4-(morpholinomethyl)phenyl)ethynyl)phenyl)butyl)pyrimidin-4(3H)-one